[Si](C)(C)(C(C)(C)C)OCC(C1=CC=CC=C1)N1C(CCC2=CC(=CC=C12)[N+](=O)[O-])=O 1-(2-((tert-butyldimethylsilyl)oxy)-1-phenylethyl)-6-nitro-3,4-dihydroquinolin-2(1H)-one